6-cyano-2-(2,6-dioxopiperidin-3-yl)-1-oxoisoindoline-5-carboxamide C(#N)C1=C(C=C2CN(C(C2=C1)=O)C1C(NC(CC1)=O)=O)C(=O)N